5-(1-Phenylpyrazol-4-yl)-1H-indole-3-carboxylic acid C1(=CC=CC=C1)N1N=CC(=C1)C=1C=C2C(=CNC2=CC1)C(=O)O